CN1CC(C1)CNC(=O)C1=NC=CC=C1 N-[(1-methylazetidin-3-yl)methyl]pyridine-2-carboxamide